3-(3,4-Difluorobenzyl)-4,5,6,7-tetrahydrobenzo[d]thiazol-2(3H)-imine Hydrogen Bromide Br.FC=1C=C(CN2C(SC3=C2CCCC3)=N)C=CC1F